COC1=C(CNC=2C3=C(N=CN2)N(C=C3B3OC(C(O3)(C)C)(C)C)C3CCN(CC3)C(=O)OC(C)(C)C)C=CC(=C1)OC tert-butyl 4-(4-((2,4-dimethoxybenzyl)amino)-5-(4,4,5,5-tetramethyl-1,3,2-dioxaborolan-2-yl)-7H-pyrrolo[2,3-d]pyrimidin-7-yl)piperidine-1-carboxylate